2-(3-(3-((S)-fluoro(4-methyl-4H-1,2,4-triazol-3-yl)methyl)oxetan-3-yl)phenyl)-6-((R)-1-(3-fluoro-3-methylazetidin-1-yl)ethyl)-4-(trifluoromethyl)isoindolin-1-one F[C@@H](C1(COC1)C=1C=C(C=CC1)N1C(C2=CC(=CC(=C2C1)C(F)(F)F)[C@@H](C)N1CC(C1)(C)F)=O)C1=NN=CN1C